3-(6-(3,4-dimethylphenyl)-2-methoxypyridin-3-yl)-9-thia-2,4-diazaspiro[5.5]undeca-2,7-diene 9,9-dioxide CC=1C=C(C=CC1C)C1=CC=C(C(=N1)OC)C1=NCC2(CN1)C=CS(CC2)(=O)=O